2-bromo-2-methylpropanoic acid isopropyl ester C(C)(C)OC(C(C)(C)Br)=O